benzidinol C=1(C(=CC(N)=CC1)O)C1=CC=C(N)C=C1